3-({[(4R)-7-[methyl-(2-methylphenyl)amino]-3,4-dihydro-2H-1-benzopyran-4-yl]methyl}amino)pyridine-4-carboxylic acid methyl ester COC(=O)C1=C(C=NC=C1)NC[C@@H]1CCOC2=C1C=CC(=C2)N(C2=C(C=CC=C2)C)C